ClC=1C(=C(C=C(C1)F)[C@H](C)N1C(C(NCC1)(C)C)=O)CCl (s)-1-(1-(3-chloro-2-(chloromethyl)-5-fluorophenyl)ethyl)-3,3-dimethylpiperazin-2-one